4-methyl-4-cyclohexene-1,2-dicarboxylic anhydride CC=1CC2C(CC1)C(=O)OC2=O